[C-]#N.C(CCCCC)[NH+]1C=C(C=C1)CC 1-hexyl-3-ethylpyrrolium cyanide